2-[(3R)-3-({6-[2-hydroxy-4-(trifluoromethyl)phenyl]-5-methylpyridazin-3-yl}amino)piperidin-1-yl]-1-[4-(hydroxymethyl)piperidin-1-yl]ethanone OC1=C(C=CC(=C1)C(F)(F)F)C1=C(C=C(N=N1)N[C@H]1CN(CCC1)CC(=O)N1CCC(CC1)CO)C